(E)-3-[4-[(3R)-3-amino-4-(2,4,5-trifluorophenyl)butanoyl]-1-methanesulfonyl-piperazin-2-yl]prop-2-enoic acid ethyl ester C(C)OC(\C=C\C1N(CCN(C1)C(C[C@@H](CC1=C(C=C(C(=C1)F)F)F)N)=O)S(=O)(=O)C)=O